O[C@@H]1C[C@@H]2C[C@@H](CC[C@@]2([C@H]2C[C@@H]([C@]3([C@H]([C@H]12)CC[C@@H]3[C@@H](CCCCC(=O)O)C)C)O)C)O (6R)-6-[(1R,3aS,3bR,4R,5aS,7R,9aS,9bS,11S,11aR)-4,7,11-trihydroxy-9a,11a-dimethylhexadecahydro-1H-cyclopenta[a]phenanthren-1-yl]heptanoic acid